2-(6-{6-[(4-cyano-2-fluorobenzyl)oxy]pyridin-2-yl}-6-azaspiro[2.5]oct-1-yl)-1-[(1-methyl-1H-imidazol-5-yl)methyl]-1H-benzimidazole-6-carboxylic acid, trifluoroacetate salt FC(C(=O)O)(F)F.C(#N)C1=CC(=C(COC2=CC=CC(=N2)N2CCC3(CC3C3=NC4=C(N3CC3=CN=CN3C)C=C(C=C4)C(=O)O)CC2)C=C1)F